CCCCCCCCCCCCCCCCCC(=O)OC[C@H](COP(=O)(O)OC[C@@H](C(=O)O)N)OC(=O)CCCCCC/C=C\\C/C=C\\C/C=C\\CCCCC The molecule is a 3-sn-phosphatidyl L-serine in which the phosphatidyl acyl groups at positions 1 and 2 are stearoyl and (8Z,11Z,14Z)-eicosatrienoyl group respectively. It has a role as a mouse metabolite. It derives from an all-cis-icosa-8,11,14-trienoic acid and an octadecanoic acid.